allyl-boric acid C(C=C)OB(O)O